2-hydroxycyclohexanecarbohydrazide OC1C(CCCC1)C(=O)NN